1,24-tetracosanedioic acid C(CCCCCCCCCCCCCCCCCCCCCCC(=O)O)(=O)O